[Cl-].[Cl-].C1C(=CC2=CC=CC=C12)C1(C(C=CC=C1)C=1CC2=CC=CC=C2C1)[Hf+2] [1,2-bis(2-indenyl)phenyl]hafnium dichloride